FC=1C=C(C=C(C1C(F)(F)F)F)C1(CCC1)O 1-(3,5-difluoro-4-(trifluoromethyl)phenyl)cyclobutan-1-ol